isopropyl ((((1S,2R,4R,6S)-2-(methoxymethyl)-6-methyl-3-oxoquinuclidin-2-yl)methoxy)(phenoxy)phosphoryl)-L-valinate COC[C@@]1(N2[C@H](C[C@H](C1=O)CC2)C)COP(=O)(OC2=CC=CC=C2)N[C@@H](C(C)C)C(=O)OC(C)C